C1=CCOS1(=O)=O 1-propenesultone